CC1=C(OC=2C(=CC(N(C2)C)=O)C=2C3=C(C(N(C2)C)=O)NC(=C3)C=3C=NN(C3)CS(=O)(=O)C)C(=CC=C1)C 4-(5-(2,6-dimethylphenoxy)-1-methyl-2-oxo-1,2-dihydropyridin-4-yl)-6-methyl-2-(1-((methylsulfonyl)methyl)-1H-pyrazol-4-yl)-1,6-dihydro-7H-pyrrolo[2,3-c]pyridin-7-one